((S)-2-(2-((1-(2-(4,4-dimethylpentyl)-5-methoxyphenyl)piperidin-4-yl)methoxy)pyridin-4-yl)propyl)(methyl)phosphinic acid CC(CCCC1=C(C=C(C=C1)OC)N1CCC(CC1)COC1=NC=CC(=C1)[C@@H](CP(O)(=O)C)C)(C)C